C(C)(C)(CC)C=1C(=C(C=C(C1)C(C)(C)CC)C=1N=C(NC1C1=C(C(=CC(=C1)C(C)(C)CC)C(C)(C)CC)O)C1=CC(=CC(=C1)C=1NC(=C(N1)C1=C(C(=CC(=C1)C(C)(C)CC)C(C)(C)CC)O)C1=C(C(=CC(=C1)C(C)(C)CC)C(C)(C)CC)O)C=1NC(=C(N1)C1=C(C(=CC(=C1)C(C)(C)CC)C(C)(C)CC)O)C1=C(C(=CC(=C1)C(C)(C)CC)C(C)(C)CC)O)O 1,3,5-Tris[4,5-bis(3,5-di-tert-amyl-2-hydroxyphenyl)-1H-imidazol-2-yl]benzene